(R)-N-methyl-6-(trifluoromethyl)isochroman-4-amine CN[C@H]1COCC2=CC=C(C=C12)C(F)(F)F